1-[(5,6-dihydro-4H-pyrrolo[3,4-d][1,3]oxazol-2-yl)methyl]-4-[5-(1-ethyl-3-methyl-1H-pyrazol-5-yl)-4H-1,2,4-triazol-3-yl]-1H-indazole-6-carboxamide O1C(=NC2=C1CNC2)CN2N=CC1=C(C=C(C=C21)C(=O)N)C2=NN=C(N2)C2=CC(=NN2CC)C